FC(OC1=CC=C(C=C1)N(C1CCC(CC1)OC1=NC=C(C=N1)C#N)C=1C=NC=CC1OC)F 2-{4-[(p-difluoromethoxyphenyl)(4-methoxy-3-pyridyl)amino]cyclohexyloxy}-5-pyrimidinecarbonitrile